FC=1C=2N(C=C(C1)NC(=O)C=1C=CC(=C3C=CN=NC13)N1CC(CC1)N(C(OC(C)(C)C)=O)C)C=C(N2)C tert-butyl N-{1-[8-({8-fluoro-2-methylimidazo[1,2-a]pyridin-6-yl} carbamoyl) cinnolin-5-yl] pyrrolidin-3-yl}-N-methylcarbamate